succinimide nitrate [N+](=O)(O)[O-].C1(CCC(N1)=O)=O